NCCNC(=O)N[C@H]1CC[C@@]2([C@H]3CC[C@@]4([C@H](CC=C4[C@@H]3CC[C@@H]2C1)C=1COC(C1)=O)C)C 1-(2-aminoethyl)-3-((3S,5R,8R,9S,10S,13R,17S)-10,13-dimethyl-17-(5-oxo-2,5-dihydrofuran-3-yl)-2,3,4,5,6,7,8,9,10,11,12,13,16,17-tetradecahydro-1H-cyclopenta[a]phenanthren-3-yl)urea